3,4,5-tribromocumene BrC=1C=C(C=C(C1Br)Br)C(C)C